N[C@@H]1CN(CC1)C1=CC(=CC(=N1)N1CC=2C(=NC=CC2C1=O)C1=C(C=CC=C1OC)F)N1CCC1 2-(6-((S)-3-Aminopyrrolidin-1-yl)-4-(azetidin-1-yl)pyridin-2-yl)-4-(2-fluoro-6-methoxyphenyl)-2,3-dihydro-1H-pyrrolo[3,4-c]pyridin-1-one